(2S,3R,4R,5R)-4-[[3-(3,4-Difluoro-2-isopropoxy-phenyl)-4,5-dimethyl-5-(trifluoromethyl)tetrahydrofuran-2-carbonyl]amino]pyridin-2-carboxamid FC=1C(=C(C=CC1F)[C@@H]1[C@H](O[C@]([C@@H]1C)(C(F)(F)F)C)C(=O)NC1=CC(=NC=C1)C(=O)N)OC(C)C